tris(n-butyl)(5-methyl-2-furyl)tin C(CCC)[Sn](C=1OC(=CC1)C)(CCCC)CCCC